C1(CC1)COC1=CC(=C2C(NC(=NC2=C1)CSC1CCNCC1)=O)F 7-(cyclopropylmethoxy)-5-fluoro-2-((piperidin-4-ylsulfanyl)methyl)quinazolin-4(3H)-one